N[C@@H](CC(=O)N1CC=2N(CC1)C(=NN2)C(F)(F)F)CC2=C(C=C(C(=C2)F)F)F (3R)-3-amino-1-[3-(trifluoromethyl)-5,6,7,8-tetrahydro-1,2,4-triazolo[4,3-a]pyrazin-7-yl]-4-(2,4,5-trifluorophenyl)butan-1-one